O.[Si].[Li] lithium silicon hydrate